N-Ethyl-5-[4-[(7-ethyl-6-oxo-5H-1,5-naphthyridin-3-yl)methyl]piperazin-1-yl]pyridin-2-carboxamid C(C)NC(=O)C1=NC=C(C=C1)N1CCN(CC1)CC=1C=NC=2C=C(C(NC2C1)=O)CC